OC1(CCC(CC1)C(C1CCCCC1)(C1=CC=CC=C1)C1=CC=CC=C1)O dihydroxy-diphenyl-dicyclohexyl-methane